FC(OC1=C(C=C(C=C1)S(=O)(=O)C=1C=NN(C1)CC[C@@H]1N(CCC1)C)C1=NN(C=C1NC(=O)C=1C=NN2C1N=CC=C2)C)F N-[3-[2-(difluoromethoxy)-5-[1-[2-[(2R)-1-methylpyrrolidin-2-yl]ethyl]pyrazol-4-yl]sulfonyl-phenyl]-1-methyl-pyrazol-4-yl]pyrazolo[1,5-a]pyrimidine-3-carboxamide